tris(t-butylphenyl)sulfonium perfluorooctanesulfonate FC(C(C(C(C(C(C(C(F)(F)F)(F)F)(F)F)(F)F)(F)F)(F)F)(F)F)(S(=O)(=O)[O-])F.C(C)(C)(C)C1=C(C=CC=C1)[S+](C1=C(C=CC=C1)C(C)(C)C)C1=C(C=CC=C1)C(C)(C)C